1-(1-Phenyl-1H-imidazol-4-yl)-4,6-dihydropyrrolo[3,4-c]pyrazole-5(1H)-carbonitrile C1(=CC=CC=C1)N1C=NC(=C1)N1N=CC2=C1CN(C2)C#N